(rac)-trans-3-amino-1-(N-((S)-2-amino-3-methoxy-3-oxopropyl)sulfamoyl)-4-(3-boronopropyl)pyrrolidine-3-carboxylic acid, 2,2,2-trifluoroacetic acid salt FC(C(=O)O)(F)F.N[C@@]1(CN(C[C@H]1CCCB(O)O)S(NC[C@@H](C(=O)OC)N)(=O)=O)C(=O)O |r|